7-bromo-2-(4-piperidyl)imidazo[1,2-a]pyridine BrC1=CC=2N(C=C1)C=C(N2)C2CCNCC2